6-ethylsulfonyl-1-methyl-3-(methylsulfanylmethyl)-5-[3-methyl-6-(trifluoromethyl)imidazo[4,5-b]pyridine-2-yl]benzimidazol-2-one C(C)S(=O)(=O)C=1C(=CC2=C(N(C(N2CSC)=O)C)C1)C1=NC=2C(=NC=C(C2)C(F)(F)F)N1C